COC=1C=C2C(=NC(=NC2=C2C1OC(=C2)C)C)OS(=O)(=O)C2=C(C=C(C=C2C(C)C)C(C)C)C(C)C 6-methoxy-2,8-dimethylfuro[2,3-h]quinazolin-4-yl-2,4,6-triisopropylbenzenesulfonate